1,1'-biindane C1(CCC2=CC=CC=C12)C1CCC2=CC=CC=C12